6-(methyl((S)-pyrrolidin-3-yl)amino)-2-(3-((R)-1-(4-methyl-4H-1,2,4-triazol-3-yl)propan-2-yl)phenyl)-4-(trifluoromethyl)isoindolin-1-one formate C(=O)O.CN(C1=CC(=C2CN(C(C2=C1)=O)C1=CC(=CC=C1)[C@@H](CC1=NN=CN1C)C)C(F)(F)F)[C@@H]1CNCC1